1-(5-chloro-2-ethoxy-3-iodo-4-methylphenyl)ethan-1-one ClC=1C(=C(C(=C(C1)C(C)=O)OCC)I)C